BrC1=C(N=C2N(C1=O)C=CC=C2)N[C@H]2CN(C[C@H](C2)C2=CC=C(C=C2)OCC2CCNCC2)C 3-bromo-2-[[(3R,5R)-1-methyl-5-[4-(4-piperidylmethoxy)phenyl]-3-piperidyl]amino]pyrido[1,2-a]pyrimidin-4-one